CN1C2=C(C(=C(C1=O)C)C)[C@H](N(C2)C(=O)OC(C)(C)C)C tert-butyl (R)-1,3,4,5-tetramethyl-2-oxo-5,7-dihydropyrrolo[3,4-b]pyridine-6-carboxylate